2,2-bis(tertiary butyl-peroxy)butane (E)-ethyl-4-(3-bromo-5-methoxy-4-(3-(pyridin-4-yl)acryloyloxy)phenyl)-6-methyl-2-thioxo-1,2,3,4-tetrahydropyrimidine-5-carboxylate C(C)OC(=O)C=1C(NC(NC1C)=S)C1=CC(=C(C(=C1)OC)OC(\C=C\C1=CC=NC=C1)=O)Br.C(C)(C)(C)OOC(C)(CC)OOC(C)(C)C